C1(=CC=C(C=C1)N(C1=CC=2C(C3=CC=CC=C3C2C=C1)(C1=CC=CC=C1)C1=CC=CC=C1)C1=CC=C(C=C1)C=1C2=CC=CC=C2C=2C=CC=CC2C1)C1=CC=C(C=C1)C1=CC=CC=C1 N-([1,1':4',1''-terphenyl]-4-yl)-N-(4-(phenanthren-9-yl)phenyl)-9,9-diphenyl-9H-fluoren-2-amine